ClC1=CC(=CC=2NC(=NC21)CCl)C(=O)OC Methyl 4-chloro-2-(chloromethyl)-1H-benzo[d]imidazole-6-carboxylate